(3S,4S)-1-(ethylsulfonyl)-4-((R)-5H-imidazo[5,1-a]isoindol-5-yl)pyrrolidin-3-ol C(C)S(=O)(=O)N1C[C@H]([C@@H](C1)[C@H]1N2C(C3=CC=CC=C13)=CN=C2)O